trimethylolpropane trismaleate C(\C=C/C(=O)O)(=O)O.C(\C=C/C(=O)O)(=O)O.C(\C=C/C(=O)O)(=O)O.C(O)C(CC)(CO)CO